ClC1=CC=C(C=C1)C=1C(=CC=CC1)C=1C(=CC=CC1)C1=CC=C(C=C1)Cl 4,4'''-dichloro-1,1':2',1'':2'',1'''-quaterphenyl